ClC=1C=C(OC[C@@H](C)O)C=CC1C1COCCCN1 (2R)-1-(3-chloro-4-(1,4-oxazepan-3-yl)phenoxy)propan-2-ol